5-(4-fluoro-1-piperidinyl)-1,3-benzoxazole FC1CCN(CC1)C=1C=CC2=C(N=CO2)C1